2-hydroxy-2-methyl-spiro[3.5]nonan-7-yl-4-toluenesulfonate OC1(CC2(C1)CCC(CC2)OS(=O)(=O)C2=CC=C(C)C=C2)C